C(N)(=O)C1=C(N(N=C1C1=C(C(=C(C=C1)CC(=O)NC1=CC(=NO1)CC(C)(C)C)F)Cl)C(C)C)NC(OC(C)(C)C)=O tert-Butyl N-[4-carbamoyl-5-[2-chloro-4-[2-[[3-(2,2-dimethylpropyl)isoxazol-5-yl]amino]-2-oxo-ethyl]-3-fluoro-phenyl]-2-isopropyl-pyrazol-3-yl]carbamate